2-(5-{[(1S,2S,3R,5R)-2-fluoro-8-azabicyclo[3.2.1]octan-3-yl](methyl)amino}pyrazin-2-yl)-5-[1-(2-hydroxyethyl)-1H-pyrazol-4-yl]phenol F[C@H]1[C@@H]2CC[C@H](C[C@H]1N(C=1N=CC(=NC1)C1=C(C=C(C=C1)C=1C=NN(C1)CCO)O)C)N2